(R)-4,4,4-trifluoro-3-phenylbutanoic acid FC([C@H](CC(=O)O)C1=CC=CC=C1)(F)F